p-aminobenzoic acid choline OCC[N+](C)(C)C.NC1=CC=C(C(=O)O)C=C1